1-ethyl-5-methyl-1H-pyrazol C(C)N1N=CC=C1C